NC1=C(C=NN1C1=C(C=C(C=C1)F)F)C(CC)=O 1-(5-amino-1-(2,4-difluorophenyl)-1H-pyrazol-4-yl)propan-1-one